ClC=1C(=CC(=C(C1)S(=O)(=O)Cl)F)F 5-chloro-2,4-difluorobenzenesulfonyl chloride